3-Hydroxy-4-[[4-[(Z)-3-oxo-3-phenylprop-1-enyl]phenyl]diazenyl]naphthalene-2,7-disulfonic acid OC=1C(=CC2=CC(=CC=C2C1N=NC1=CC=C(C=C1)\C=C/C(C1=CC=CC=C1)=O)S(=O)(=O)O)S(=O)(=O)O